1-(isopropylsulfonyl)-2-(5-(p-tolyl)-1H-imidazol-2-yl)piperidine C(C)(C)S(=O)(=O)N1C(CCCC1)C=1NC(=CN1)C1=CC=C(C=C1)C